CC=1C=C(C=CC1OC=1SC=CN1)NC(=O)C1(CCC1)C(=O)N ((3-methyl-4-(thiazol-2-yloxy)phenyl)carbamoyl)cyclobutane-1-carboxamide